FC1=CC=C(C=C1)C=CC(=O)C1=C(C(=C(C=C1O)OC)OC)OC 3-(4-Fluorophenyl)-1-(6-hydroxy-2,3,4-trimethoxyphenyl)prop-2-en-1-one